COC1=NC(=CC=C1B(O)O)C(F)(F)F 2-METHOXY-6-(TRIFLUOROMETHYL)PYRIDINE-3-BORONIC ACID